2-bromomethyl-3,4-difluorobenzyl cyanide BrCC1=C(CC#N)C=CC(=C1F)F